tert-Butyl 2-(((2-(6-chloro-1-(tetrahydro-2H-pyran-2-yl)-4-(4,4,5,5-tetramethyl-1,3,2-dioxaborolan-2-yl)-1H-indazol-5-yl)ethoxy)carbonyl)amino)-6-azaspiro[3.5]nonane-6-carboxylate ClC1=C(C(=C2C=NN(C2=C1)C1OCCCC1)B1OC(C(O1)(C)C)(C)C)CCOC(=O)NC1CC2(C1)CN(CCC2)C(=O)OC(C)(C)C